OC1=C(C(=CC(=C1S(=O)(=O)NC(COCCOC)=O)CCCCC)O)C1=C(C=CC(=C1)C)C(=C)C N-((2,6-dihydroxy-5'-methyl-4-pentyl-2'-(prop-1-en-2-yl)-[1,1'-biphenyl]-3-yl)sulfonyl)-2-(2-methoxyethoxy)acetamide